C(CCCCCCCCC)(=O)O.OCC(O)CO glycerin monocaprinate